6-(2-((Tert-butyldimethylsilyl)oxy)ethyl)-2-oxa-6-azaspiro[3.3]heptane [Si](C)(C)(C(C)(C)C)OCCN1CC2(COC2)C1